BrC=1C=C(C=CC1)C1=CC(=CC=C1)C1=NC(=NC(=N1)C1=CC=CC=C1)C1=CC=CC=C1 2-(3'-bromo-[1,1'-biphenyl]-3-yl)-4,6-diphenyl-1,3,5-triazine